C1(CC1)OC=1C(=CC(=C(C1)C=1CCNCC1)C)[N+](=O)[O-] 4-(5-cyclopropoxy-2-methyl-4-nitrophenyl)-1,2,3,6-tetrahydropyridine